S1C(=NC=C1)/C=C/C(=O)OC Methyl (2E)-3-(1,3-thiazol-2-yl)prop-2-enoate